ClC1=C2C(=C(\C(\C2=CC(=C1)Cl)=C/C1=CC(=CC=C1)OC1=CC=CC=C1)C)CC(=O)O (E)-2-(4,6-dichloro-2-methyl-1-(3-phenoxybenzylidene)-1H-inden-3-yl)acetic acid